CN1[C@H]2[C@@](CCC1)(CCC2)COC=2N=C(C1=C(N2)C(=C(N=C1)C1=CC(=CC2=CC=CC(=C12)C#C)O)F)N1CCOC[C@](C1)(O)C (6S)-4-(2-{[(4aS,7aR)-1-methyl-octahydro-1H-cyclopenta[b]pyridin-4a-yl]methoxy}-7-(8-ethynyl-3-hydroxy-naphthalen-1-yl)-8-fluoropyrido[4,3-d]pyrimidin-4-yl)-6-methyl-1,4-oxazepan-6-ol